(2R,3R,5R,6S)-5-((tert-butyldiphenylsilyl) oxy)-2-hydroxy-6-methyltetrahydro-2H-pyran-3-yl benzoate C(C1=CC=CC=C1)(=O)O[C@H]1[C@@H](O[C@H]([C@@H](C1)O[Si](C1=CC=CC=C1)(C1=CC=CC=C1)C(C)(C)C)C)O